2,2,4,6-tetramethyloct-4-ene CC(C)(CC(=CC(CC)C)C)C